N-(2-(4-(dimethylamino)piperidine-1-yl)-4-methoxy-5-((6-((R)-3-(3-(trifluoromethyl)phenyl)-isoxazolidine-2-yl)pyrimidine-4-yl)amino)phenyl)acrylamide CN(C1CCN(CC1)C1=C(C=C(C(=C1)OC)NC1=NC=NC(=C1)N1OCC[C@@H]1C1=CC(=CC=C1)C(F)(F)F)NC(C=C)=O)C